N-methyl-3-(1-methylimidazol-4-yl)-4-[[5-(trifluoromethoxy)-2-pyridinyl]amino]benzenesulfonamide CNS(=O)(=O)C1=CC(=C(C=C1)NC1=NC=C(C=C1)OC(F)(F)F)C=1N=CN(C1)C